N-(Pyrazin-2-ylmethyl)oxolane-3-carboxamide N1=C(C=NC=C1)CNC(=O)C1COCC1